FC(OC1=CC=C(C=C1)C1=NC2=C(N1CC1=C(COC3=CC=C(C=C3)CC(=O)OCC)C=CC=C1)C=CC=C2)(F)F Ethyl 2-(4-((2-((2-(4-(trifluoromethoxy)phenyl)-1H-benzo[d]imidazol-1-yl)methyl)benzyl)oxy)phenyl)acetate